N[C@@H]1C2=CC=CC=C2CC12CCN(CC2)C=2NC(C1=C(N2)NN=C1C=1C=2C=NC(=NC2CC(C1)(C)C)C1CC1)=O (S)-6-(1-amino-1,3-dihydrospiro[indene-2,4'-piperidine]-1'-yl)-3-(2-cyclopropyl-7,7-dimethyl-7,8-dihydroquinazolin-5-yl)-1,5-dihydro-4H-pyrazolo[3,4-d]pyrimidin-4-one